o-hydroxybenzoyl chloride OC1=C(C(=O)Cl)C=CC=C1